ClC1=C(C=C(C(=C1)N(C)C1=C(C=CC=C1)OC)C)N=CN(C)CC N'-(2-chloro-4-((2-methoxyphenyl)(methyl)amino)-5-methylphenyl)-N-ethyl-N-methylformimidamide